BrC1=C(C(=CC=C1)F)NC(CC(C)(C)C)=O N-(2-bromo-6-fluorophenyl)-3,3-dimethylbutanamide